CC1=C(C=CC(=C1)OC(F)(F)F)NC1=C(C(=O)OC)C=C(C=C1)C(F)(F)F methyl 2-((2-methyl-4-(trifluorometh-oxy)phenyl)-amino)-5-(tri-fluoromethyl)-benzoate